C(C)(C)(C)OC(=O)N1CCN(CC1)C1=NOC(=C1)C=1C(=C(C=CC1)C1=CC=C(C=C1)NC(C)=O)OC 4-(5-(4'-acetamido-2-methoxy-[1,1'-biphenyl]-3-yl)isoxazol-3-yl)piperazine-1-carboxylic acid tert-butyl ester